phosphoric acid (dodecylphenyl) ester C(CCCCCCCCCCC)C1=C(C=CC=C1)OP(O)(O)=O